CC1=C(C=NC=2OCCNC21)NC2=C(C(NC=C2)=O)C(=O)NC2=CC=C(C=C2)C2CCOCC2 4-((8-methyl-2,3-dihydro-1H-pyrido[2,3-b][1,4]oxazin-7-yl)amino)-2-oxo-N-(4-(tetrahydro-2H-pyran-4-yl)phenyl)-1,2-dihydropyridine-3-carboxamide